ClC=1C(=NC(=C(C(=O)NC2=CC(=C(C=C2)F)C#N)C1)N1CCC(CCC1)(F)F)C(C)C 5-chloro-N-(3-cyano-4-fluorophenyl)-2-(4,4-difluoroazepan-1-yl)-6-isopropylnicotinamide